O1C(=CC=C1C(=O)O)C(=O)O.C1(CCCCC1CO)CO 6-cyclohexanedimethanol 2,5-furandicarboxylate